1-ethylcarbodiimide Hydrochloride Cl.C(C)N=C=N